2-phenethyloxy-5-amino-N-(1-(3-(thiazol-2-yl)phenyl)ethyl)benzamide C(CC1=CC=CC=C1)OC1=C(C(=O)NC(C)C2=CC(=CC=C2)C=2SC=CN2)C=C(C=C1)N